CS(=O)(=O)OCCOCCOCC(=O)OC(C)(C)C tert-Butyl 2-(2-(2-((methylsulfonyl)oxy)ethoxy)ethoxy)acetate